2-(3-(isobutylcarbamoyl)piperidin-1-yl)thiazole C(C(C)C)NC(=O)C1CN(CCC1)C=1SC=CN1